FC(OCC[C@H]1NC[C@H](C1)OC1=CC=C(C=C1)C(F)(F)F)(F)F (2R,4S)-2-(2-(trifluoromethoxy)ethyl)-4-(4-(trifluoromethyl)phenoxy)pyrrolidine